CC(CC1=C(N=C(S1)N)C)(C)C 5-(2,2-dimethylpropyl)-4-methyl-1,3-thiazol-2-amine